3-(2,3-dimethylphenyl)-2-methylpropanal CC1=C(C=CC=C1C)CC(C=O)C